(2-chlorophenyl)-4-methoxypyrimidine-5-carboxamide ClC1=C(C=CC=C1)C1=NC=C(C(=N1)OC)C(=O)N